methyl({[(4R)-8-[6-(trifluoromethyl)pyridin-3-yl]-3,4-dihydro-2H-1-benzopyran-4-yl]methyl})amine CNC[C@@H]1CCOC2=C1C=CC=C2C=2C=NC(=CC2)C(F)(F)F